CN(C/C=C/C(=O)NC1=CC(=CC=C1)NC1=NC=C(C(=N1)NC=1C=C(C=CC1)C)C)C (E)-4-(dimethylamino)-N-(3-(5-methyl-4-(m-tolylamino)pyrimidin-2-ylamino)phenyl)but-2-enamide